ClC1=CC(=C(C=C1)NC1=NC(=NC(=C1C(F)(F)F)OC)C1=NC=CC=C1)C N-(4-chloro-2-methylphenyl)-6-methoxy-2-(2-pyridyl)-5-(trifluoromethyl)-4-pyrimidinamine